C[C@]12CC3(CC(C[C@@](C1)(C3)C)C2)NC(NC2CC(CCC2)OC2=CC=C(C=C2)NC(C(CC)C)=O)=O N-(4-((3-(3-((1r,3R,5S,7r)-3,5-dimethyladamantan-1-yl)ureido)cyclohexyl)oxy)phenyl)-2-methylbutanamide